1-deoxyxylulose CC(=O)[C@@H](O)[C@H](O)CO